SCCCCCCCCCCCOCCOCCOCCOCCOCCOCCOCC(=O)O 23-(9-Mercaptononyl)-3,6,9,12,15,18,21-Heptaoxatricosanoic Acid